C12CN(CC(O1)C2)C2=C(C=C(C=C2)NC=2C=CC1=C(OCC(N1C)=O)C2)F 7-((4-(6-Oxa-3-azabicyclo[3.1.1]hept-3-yl)-3-fluorophenyl)amino)-4-methyl-2H-benzo[b][1,4]oxazin-3(4H)-one